N1=NN(C2=NC=CC=C21)C=2C=C(C(=NC2)C(=O)N([C@H]2CNCCC2)C2=NC=CC1=CC=CC(=C21)C)F (R)-5-(3H-[1,2,3]triazolo[4,5-b]pyridin-3-yl)-3-fluoro-N-(8-methylisoquinolin-1-yl)-N-(piperidin-3-yl)picolinamide